N-((5-Bromopyridin-3-yl)methyl)-N-2-ethoxyethyl-ethanesulfonamide BrC=1C=C(C=NC1)CN(S(=O)(=O)CC)CCOCC